N-(2-(4-(furan-3-ylmethyl)piperazin-1-yl)-5-(trifluoromethyl)phenyl)-5-methylfuran-2-carboxamide O1C=C(C=C1)CN1CCN(CC1)C1=C(C=C(C=C1)C(F)(F)F)NC(=O)C=1OC(=CC1)C